CC1=NC=CC(=C1)C=1OC=C(N1)C(=O)NC=1C=C2C(=NC1N1CCCCC1)N=C(O2)N2CCOCC2 2-(2-methylpyridin-4-yl)-N-(2-morpholinyl-5-(piperidin-1-yl)oxazolo[4,5-b]pyridin-6-yl)oxazole-4-carboxamide